tert-butyl 3-(4-{1-[(3Z)-1-(2,6-dioxopiperidin-3-yl)-4-methylidene-2,5-dioxopyrrolidin-3-ylidene]ethyl}piperazin-1-yl)-3-oxopropanoate O=C1NC(CCC1N1C(\C(\C(C1=O)=C)=C(\C)/N1CCN(CC1)C(CC(=O)OC(C)(C)C)=O)=O)=O